CN1C(=NC=C1)CN (1-methyl-1H-imidazol-2-yl)methanamine